deoxyproline N1[C@@H](CCC1)C=O